C1(CC1)C1=NC(=CC(=N1)O)C 2-cyclopropyl-6-methyl-pyrimidin-4-ol